Benzyl ((1-(2-chloroacetyl)-4-hydroxyazepan-4-yl)methyl)carbamate ClCC(=O)N1CCC(CCC1)(O)CNC(OCC1=CC=CC=C1)=O